7,7-dimethyl-7H-benzo[de]anthracene CC1(C=2C=CC=CC2C2=C3C(C=CC=C13)=CC=C2)C